C1(CC1)C=1NC(=CN1)C=1OC(C(C1)=O)C 2-(2-cyclopropyl-1H-imidazol-5-yl)-5-methyl-4-oxo-4,5-dihydrofuran